CC(=O)C1=CC[C@@H]2[C@@]1(CC[C@H]3[C@H]2CC=C4[C@@]3(CC[C@@H](C4)O)C)C 5,16-Pregnadien-3β-ol-20-one